perfluoro(2,5-dimethyl-3,4-hexanedione) FC(C(C(C(C(C(F)(F)F)(C(F)(F)F)F)=O)=O)(C(F)(F)F)F)(F)F